N-[(1H-benzimidazol-2-yl)methyl]-7-bromo-2-(methylsulfonyl)imidazo[2,1-f][1,2,4]triazin-4-amine N1C(=NC2=C1C=CC=C2)CNC2=NC(=NN1C2=NC=C1Br)S(=O)(=O)C